2-(2-(4,4-dimethylcyclohex-1-en-1-yl)ethyl)-4-propyl-1,3-dioxolane CC1(CC=C(CC1)CCC1OCC(O1)CCC)C